1-(5-bromopyridin-2-yl)-3-methoxypropan-1-one BrC=1C=CC(=NC1)C(CCOC)=O